F[P-](F)(F)(F)(F)F.C(CCC)N1CN(C=C1)C 1-butyl-3-methylimidazole-hexafluorophosphate salt